ClC=1C=C(CN2CC=CC3=C2NC2=CC=CC=C32)C=CC1 1-(3-chlorobenzyl)-9H-pyrido[2,3-b]indole